C=1OCC=C2C1C=CC=C2 3-benzpyran